CCCCC/C=C\\C/C=C\\C/C=C\\CCCCC(=O)SCCNC(=O)CCNC(=O)[C@@H](C(C)(C)COP(=O)([O-])OP(=O)([O-])OC[C@@H]1[C@H]([C@H]([C@@H](O1)N2C=NC3=C(N=CN=C32)N)O)OP(=O)([O-])[O-])O The molecule is an octadecatrienoyl-CoA(4-) arising from deprotonation of the phosphate and diphosphate functions of gamma-linolenoyl-CoA. It has a role as a human metabolite. It is a gamma-linolenoyl bioconjugate and an octadecatrienoyl-CoA(4-). It is a conjugate base of a gamma-linolenoyl-CoA.